2-(4-((4-(tert-butyl)benzyl)amino)phenyl)acetic acid C(C)(C)(C)C1=CC=C(CNC2=CC=C(C=C2)CC(=O)O)C=C1